(E)-2-(3-(3-methoxy-4-(prop-2-yn-1-yloxy)phenyl)acrylamido)-N-(oxetan-3-yl)benzamide COC=1C=C(C=CC1OCC#C)/C=C/C(=O)NC1=C(C(=O)NC2COC2)C=CC=C1